C(OCCCC)(OC1=C(C(OC12CCCCC2)=O)C2=C(C=C(C=C2)Cl)Cl)=O butyl (3-(2,4-dichlorophenyl)-2-oxo-1-oxaspiro[4.5]dec-3-en-4-yl) carbonate